N-(3-chloro-4-(trifluoromethyl)phenyl)-2,5-dimethyl-4-(morpholine-4-carbonyl)-1H-pyrrole-3-sulfonamide ClC=1C=C(C=CC1C(F)(F)F)NS(=O)(=O)C1=C(NC(=C1C(=O)N1CCOCC1)C)C